C(C)(C)(C)C1=CC=C(C=C1)C=1C=2N(C3=CC=C(C=C3N1)C(=O)O)C=CC2 4-(4-(tert-butyl)phenyl)pyrrolo[1,2-a]quinoxaline-7-carboxylic acid